N-ethyl-N'-decyl-urea C(C)NC(=O)NCCCCCCCCCC